C(C)(C)(C)OC(=O)N1CC2(C1)CC(C2)=CC=2N=NC(=CC2)C(F)(F)F 6-[[6-(trifluoromethyl)pyridazin-3-yl]methylene]-2-azaspiro[3.3]heptane-2-carboxylic acid tert-butyl ester